6-fluoropicolinate FC1=CC=CC(=N1)C(=O)[O-]